BrC1=C(C2=C(C=N1)N=C(N2COCC[Si](C)(C)C)C2=CC(=CN2COCC[Si](C)(C)C)C(=O)C2=C(C=CC=C2)C(F)(F)F)F (5-(6-bromo-7-fluoro-1-((2-(trimethylsilyl)ethoxy)methyl)-1H-imidazo[4,5-c]pyridin-2-yl)-1-((2-(trimethylsilyl)ethoxy)methyl)-1H-pyrrol-3-yl)(2-(trifluoromethyl)phenyl)methanone